((2-(acryloyloxy)acetyl)oxy)acetic acid C(C=C)(=O)OCC(=O)OCC(=O)O